(R)-1-(4-(1-ethyl-1H-pyrazol-5-yl)-6-(3-methylmorpholino)-pyridazin-3-yl)ethan-1-one oxime C(C)N1N=CC=C1C1=C(N=NC(=C1)N1[C@@H](COCC1)C)C(C)=NO